N1=CC=C(C2=CC=CC=C12)C=1C=NNC1 4-(quinolin-4-yl)-1H-pyrazol